2-bromo-6-fluoro-3-methyl-phenylamine BrC1=C(C(=CC=C1C)F)N